4-bromo-1-methyl-1H-1,2,3-triazole-5-carbaldehyde BrC=1N=NN(C1C=O)C